1-(2,1,3-benzothiadiazol-4-ylsulfonyl)-N-(2-methyl-6-benzothiazolyl)-4-piperidinecarboxamide N=1SN=C2C1C=CC=C2S(=O)(=O)N2CCC(CC2)C(=O)NC2=CC1=C(N=C(S1)C)C=C2